COC(NC1=CC=C2C=3C=CC(=C(C(C/C=C/CCC(NC2=C1)=O)NC(\C=C\C1=C(C=CC(=C1)Cl)N1N=NN=C1)=O)C3)F)=O {(E)-15-[(E)-3-(5-Chloro-2-tetrazol-1-yl-phenyl)-acryloyl-amino]-17-fluoro-9-oxo-8-aza-tricyclo[14.3.1.02,7]icosa-1(20),2,4,6,12,16,18-heptaen-5-yl}-carbamic Acid methyl ester